(4S)-1-((3-((1r,4R)-4-((2-(2,6-dioxopiperidin-3-yl)-1-oxoisoindolin-4-yl)carbamoyl)cyclohexane-1-carboxamido)benzyl)sulfonyl)-2,2-dimethylpiperidin O=C1NC(CCC1N1C(C2=CC=CC(=C2C1)NC(=O)C1CCC(CC1)C(=O)NC=1C=C(CS(=O)(=O)N2C(CCCC2)(C)C)C=CC1)=O)=O